C(C1=CC=CC=C1)OC1=C(SC=C1)C(=O)Cl 3-benzyloxythiophene-2-carbonyl chloride